C1-bromo-6-(difluoromethyl)naphthalene BrC1=CC=CC2=CC(=CC=C12)C(F)F